naphthylbenzenesulfonyl-ethanone C1(=CC=CC2=CC=CC=C12)CC(=O)S(=O)(=O)C1=CC=CC=C1